N1C=C(C2=CC=CC=C12)NC(=O)N1CC2=CC=C(C=C2C1)C1=CC(=CC=C1)OC N-(1H-indol-3-yl)-5-(3-methoxyphenyl)isoindoline-2-carboxamide